C(=CCCCC)OC(C1=CC=CC=C1)=O benzoic acid-3-cis-hexenyl ester